acryloyloxypropyldimethylmonohexyloxysilane C(C=C)(=O)OCCC[Si](OCCCCCC)(C)C